ClC1=CC(=CC=2N(C3=CC=CC=C3N(C12)C1=CC=CC=C1)C1=CC=CC=C1)Cl 1,3-dichloro-5,10-diphenyl-5,10-dihydro-phenazine